sodium 4,6-dihydroxypyrimidine-2-thiolate OC1=NC(=NC(=C1)O)[S-].[Na+]